2-(benzo[d][1,3]dioxol-4-yl)ethanol O1COC2=C1C=CC=C2CCO